FC(COC1=CC=C(N=N1)NC(OC(C)(C)C)=O)F tert-butyl N-[6-(2,2-difluoroethoxy)pyridazin-3-yl]carbamate